(S)-3-Chloro-N-(3-methyl-1,1-dioxidotetrahydrothiophen-3-yl)-5-((3-(2,2,2-trifluoroethoxy)pyridin-2-yl)oxy)pyrazolo[1,5-a]pyridine-2-carboxamide ClC=1C(=NN2C1C=C(C=C2)OC2=NC=CC=C2OCC(F)(F)F)C(=O)N[C@@]2(CS(CC2)(=O)=O)C